(3R,4S)-3-((6-(2,6-dichloro-3,5-dimethoxyphenyl)quinazolin-2-yl)amino)-4-(((2-(trimethylsilyl)ethoxy)carbonyl)amino)pyrrolidine-1-carboxylic acid tert-butyl ester C(C)(C)(C)OC(=O)N1C[C@H]([C@H](C1)NC(=O)OCC[Si](C)(C)C)NC1=NC2=CC=C(C=C2C=N1)C1=C(C(=CC(=C1Cl)OC)OC)Cl